3-(3-(2-Fluorophenyl)-4-oxo-3,4-dihydrophthalazin-1-yl)-N,N-dimethylbenzeneSulfonamide FC1=C(C=CC=C1)N1N=C(C2=CC=CC=C2C1=O)C=1C=C(C=CC1)S(=O)(=O)N(C)C